(4-(((R)-1-(3-amino-5-(trifluoromethyl)phenyl)ethyl)amino)-6-methoxy-2-methylquinazoline-7-yl)((3R,5S)-3,5-dimethylpiperazin-1-yl)methanone NC=1C=C(C=C(C1)C(F)(F)F)[C@@H](C)NC1=NC(=NC2=CC(=C(C=C12)OC)C(=O)N1C[C@H](N[C@H](C1)C)C)C